tert-Butyl 3-(3-((2,4-dichlorophenoxy)methyl)benzylidene)azetidine-1-carboxylate ClC1=C(OCC=2C=C(C=C3CN(C3)C(=O)OC(C)(C)C)C=CC2)C=CC(=C1)Cl